4-tert-butylcarbonylthiotetrahydrothiophene-1,1-dioxide C(C)(C)(C)C(=O)SC1CCS(C1)(=O)=O